5-(2-fluoro-6-hydroxy-3-(1-methylpiperidin-4-yl)phenyl)-1,2,5-thiadiazolidin-3-one 1,1-dioxide FC1=C(C(=CC=C1C1CCN(CC1)C)O)N1CC(NS1(=O)=O)=O